7-anthraquinonedicarboxylate C1=C(C=CC=2C(C3=CC=C(C=C3C(C12)=O)C(=O)[O-])=O)C(=O)[O-]